C1(CC2C(CC1)O2)C(C(CC)(CC)[Si](OCC)(OCC)OCC)CC (beta-(3,4-Epoxycyclohexyl)triethylethyl)triethoxysilane